(E)-N-((5-(4-(2-oxa-6-azaspiro[3.3]heptane-6-carbonyl)phenyl)-7-(trifluoromethyl)benzofuran-2-yl)methyl)-3-(6-aminopyridin-3-yl)acrylamide C1OCC12CN(C2)C(=O)C2=CC=C(C=C2)C=2C=C(C1=C(C=C(O1)CNC(\C=C\C=1C=NC(=CC1)N)=O)C2)C(F)(F)F